ClC=1N=C2C(=NC(=NC2=NC1)C=1C(=NC=NC1OC)C1CC1)O 6-chloro-2-(4-cyclopropyl-6-methoxy-pyrimidin-5-yl)pteridin-4-ol